(S)-1-[2-(Benzo[d]isoxazol-3-yl)phenyl]-3-methyl-2-(pyridine-2-yl)butan-1-amine hydrochloride Cl.O1N=C(C2=C1C=CC=C2)C2=C(C=CC=C2)[C@H](C(C(C)C)C2=NC=CC=C2)N